6-((R)-2,3-dihydroxypropoxy)-4-(6-(6-((6-methoxypyridin-3-yl)methyl)-3,6-diazabicyclo[3.1.1]hept-3-yl)pyridin-3-yl)pyrazolo[1,5-a]pyridine-3-carbonitrile O[C@@H](COC=1C=C(C=2N(C1)N=CC2C#N)C=2C=NC(=CC2)N2CC1N(C(C2)C1)CC=1C=NC(=CC1)OC)CO